4-(7-((2,4-difluorophenyl)amino)-3-(ethylsulfonyl)imidazo[1,2-a]pyridin-6-yl)-6-methyl-1,6-dihydro-7H-pyrrolo[2,3-c]pyridin-7-one FC1=C(C=CC(=C1)F)NC1=CC=2N(C=C1C=1C3=C(C(N(C1)C)=O)NC=C3)C(=CN2)S(=O)(=O)CC